NC(CCN(C(CCl)=O)NC(=O)[C@H](CC(C)C)NC(=O)C=1NC2=CC=CC=C2C1)=O N-[(1S)-1-[[(3-Amino-3-oxo-propyl)-(2-chloroacetyl)amino]carbamoyl]-3-methyl-butyl]-1H-indole-2-carboxamide